4H-cyclopenta[def]Phenanthren-4-one C1=CC=C2C3=C4C(=CC=CC4=CC=C13)C2=O